tert-butyl ((8-bromo-6-cyclopropyl-[1,2,4]triazolo[1,5-a]pyridin-2-yl)methyl)carbamate BrC=1C=2N(C=C(C1)C1CC1)N=C(N2)CNC(OC(C)(C)C)=O